1-(thiophen-3-yl)ethanone S1C=C(C=C1)C(C)=O